NC1=NC=2C=CC=CC2C2=C1N=C(N2CCCCN/C(=N/CCOCCOCCOCCOCCOCCOCCOCCOCCOCCOCCC(=O)OC2=C(C(=CC(=C2F)F)F)F)/NC2=CC(=CC=C2)C#N)CCCC 2,3,5,6-tetrafluorophenyl (Z)-40-(4-amino-2-butyl-1H-imidazo[4,5-c]quinolin-1-yl)-35-((3-cyanophenyl)amino)-4,7,10,13,16,19,22,25,28,31-decaoxa-34,36-diazatetracont-34-enoate